BrC1=C(C=C(C=C1OC1=C(C=CC=C1)C(C)(C)C)Br)OC1=C(C=CC=C1)C(C)(C)C 4'-((2,5-dibromo-1,3-phenylene)bis(oxy))bis(t-butylbenzene)